[4-(4-methylphenyl)thiazol-2-yl]-3-methyl-1H-pyrazol-5-ol CC1=CC=C(C=C1)C=1N=C(SC1)N1N=C(C=C1O)C